ClC=1C=C(C=CC1Cl)C=1N=C(SC1)N1N=C(C(=C1C(=O)O)CC1=C(C=CC=C1)NS(=O)(=O)C)C 1-(4-(3,4-dichlorophenyl)thiazol-2-yl)-3-methyl-4-(2-(methylsulfonamido)benzyl)-1H-pyrazole-5-carboxylic acid